C(C1=CC=CC=C1)OC(=O)N1CC(CCC1)NS(N)(=O)=O 3-(sulfamoylamino)piperidine-1-carboxylic acid benzyl ester